NC1=C(C2=C(S1)CSC21CN(C1)C1=NC(=NC(=C1C#N)N(CC)[C@H](C)C=1C(=NC=CC1)N)OCC1(CN(CCC1)C)C)C#N 2-amino-1'-[6-[[(1R)-1-(2-amino-3-pyridyl)ethyl]-ethyl-amino]-5-cyano-2-[(1,3-dimethyl-3-piperidyl)methoxy]pyrimidin-4-yl]spiro[6H-thieno[3,4-b]thiophene-4,3'-azetidine]-3-carbonitrile